N[C@@H](CO)[C@H](CC(C)C)OCCC(=O)C1=CN=C2C(=N1)N(C(=C2)C(C)(C)C)C 3-[(1S)-1-[(1S)-1-Amino-2-hydroxy-ethyl]-3-methyl-butoxy]-1-(6-tert-butyl-5-methyl-pyrrolo[2,3-b]pyrazin-3-yl)propan-1-one